5-quinolylmethylethyl-oxirane N1=CC=CC2=C(C=CC=C12)CC1(OC1)CC